FC1(CN(C1)C(C)C1=NC=CC(=C1NC(=O)C=1C=NC(=NC1)C(C)C)C1=C(C=CC(=C1)F)F)F N-(2-(1-(3,3-difluoroazetidin-1-yl)ethyl)-4-(2,5-difluorophenyl)pyridin-3-yl)-2-isopropylpyrimidine-5-carboxamide